COC(=O)C=1SC=CC1CC#N 3-(Cyanomethyl)-2-thiophenecarboxylic acid methyl ester